(1S,4r)-N-((S)-4-(5-(5-fluoro-2-methoxypyridin-4-yl)-1H-pyrazole-3-carbonyl)-4-azaspiro[2.5]Octane-7-yl)-4-hydroxy-4-(trifluoromethyl)cyclohexane-1-carboxamide FC=1C(=CC(=NC1)OC)C1=CC(=NN1)C(=O)N1C2(CC2)C[C@H](CC1)NC(=O)C1CCC(CC1)(C(F)(F)F)O